7-(2-Methoxyquinolin-4-yl)-N-methyl-N-(2,2,6,6-tetramethylpiperidin-4-yl)-5H-isochromeno[3,4-d]thiazol-2-amine COC1=NC2=CC=CC=C2C(=C1)C=1C=CC2=C(C1)COC=1N=C(SC12)N(C1CC(NC(C1)(C)C)(C)C)C